CN1N=C(C=C1C)NC1=CC(=CN(C1=O)C)C1=C(C(=NC=C1)N1C(C=2C=C3CCCCN3C2CC1)=O)CO 2-[4-[5-[(1,5-dimethylpyrazol-3-yl)amino]-1-methyl-6-oxo-3-pyridyl]-3-(hydroxymethyl)-2-pyridyl]-3,4,6,7,8,9-hexahydropyrido[3,4-b]indolizin-1-one